CON(C(=O)C1CCN(CC1)C(=O)OC(C)(C)C)C tert-butyl 4-(methoxy (methyl) carbamoyl)piperidine-1-carboxylate